nickel-magnesium-strontium [Sr].[Mg].[Ni]